COC1=CC=C2C=CC=C(C2=C1)CCN 2-(7-methoxynaphthalen-1-yl)ethan-1-amine